(1R,5S)-8-methyl-3,8-diazabicyclo[3.2.1]octane CN1[C@H]2CNC[C@@H]1CC2